((((4S)-2-phenyl-1,3-dioxolan-4-yl)methyl)amino)benzamide C1(=CC=CC=C1)C1OC[C@@H](O1)CNC1=C(C(=O)N)C=CC=C1